6-((1-((1-(Allyloxy)-2-methylpropan-2-yl)sulfonyl)cyclopropyl)methyl)-1-methyl-7-oxo-4,5,6,7-tetrahydro-1H-pyrazolo[3,4-c]pyridine-3-carboxylic acid C(C=C)OCC(C)(C)S(=O)(=O)C1(CC1)CN1C(C2=C(CC1)C(=NN2C)C(=O)O)=O